BrC1=C(N=C(C=2CCCCC12)C#CC(C)(S(=O)(=O)C)C)[C@H](CC1=CC(=CC(=C1)F)F)NC(OC(C)(C)C)=O Tert-butyl (S)-(1-(4-bromo-1-(3-methyl-3-(methylsulfonyl)but-1-yn-1-yl)-5,6,7,8-tetrahydroisoquinolin-3-yl)-2-(3,5-difluorophenyl)ethyl)carbamate